1-(benzenesulfonyl)-6-methoxy-pyrrolo[2,3-b]Pyridine C1(=CC=CC=C1)S(=O)(=O)N1C=CC=2C1=NC(=CC2)OC